N(=[N+]=[N-])CCCCCNC1=C2C(N(C(C2=CC=C1)=O)C1C(NC(CC1)=O)=O)=O 4-((5-Azidopentyl)amino)-2-(2,6-dioxopiperidin-3-yl)isoindoline-1,3-dione